FC(C1=NN=C(O1)C1=CC(=C(CN2C(N(C3=C2C=CC(=C3)C3=CC=NC=C3)C3CCN(CC3)C)=O)C=C1)F)F 1-(4-(5-(difluoromethyl)-1,3,4-oxadiazol-2-yl)-2-fluorobenzyl)-3-(1-methylpiperidin-4-yl)-5-(pyridin-4-yl)-1,3-dihydro-2H-benzo[d]imidazol-2-one